S(=O)(=O)([O-])[O-].[NH4+].[NH4+] Ammonium Sulphate Salt